C(C)OC(=O)C=1NC=C(N1)C1=CC(=C(C=C1)OCC(C)C)C#N 4-(3-cyano-4-isobutoxy-phenyl)-1H-imidazole-2-carboxylic acid ethyl ester